C(C)(C)(C)OC(=O)N1CC(CC1)NC1=NN(C2=C1C=NC(=C2)Cl)C2OCCCC2 3-((6-chloro-1-(tetrahydro-2H-pyran-2-yl)-1H-pyrazolo[4,3-c]pyridin-3-yl)amino)pyrrolidine-1-carboxylic acid tert-butyl ester